(3R,4S)-tert-butyl 3-((5-(2-(cyclopropanecarboxamido)pyrazolo[1,5-a]pyridin-5-yl)-1-methyl-1H-pyrazol-4-yl)oxy)-4-fluoropyrrolidine-1-carboxylate C1(CC1)C(=O)NC1=NN2C(C=C(C=C2)C2=C(C=NN2C)O[C@@H]2CN(C[C@@H]2F)C(=O)OC(C)(C)C)=C1